C1(CCCCC1)C(=O)C=[N+]=[N-] 1-cyclohexylcarbonyldiazomethan